p-tert-butyl-α-methylhydrocinnamaldehyde C(C)(C)(C)C1=CC=C(CC(C=O)C)C=C1